ClC1=C(C=CC=C1)[C@@H]1[C@@H](COC(C1)(C)C)C(=O)N1CC(C2(CN(C2)C(C=C)=O)CC1)(F)F (7-((3S,4S)-4-(2-chlorophenyl)-6,6-dimethyltetrahydro-2H-pyran-3-carbonyl)-5,5-difluoro-2,7-diazaspiro[3.5]nonan-2-yl)prop-2-en-1-one